2-(3-fluoro-4-methylsulfonyl-anilino)-4-[[(1S)-2-hydroxy-1-phenyl-ethyl]amino]pyrimidine-5-carbohydroxamic acid FC=1C=C(NC2=NC=C(C(=N2)N[C@H](CO)C2=CC=CC=C2)C(=O)NO)C=CC1S(=O)(=O)C